fluoro-4-methoxy-[1,1'-biphenyl]-3-carboxylic acid FC1=C(C=CC(=C1C(=O)O)OC)C1=CC=CC=C1